(E)-N-((5-(4-(4,4-difluoro-piperidine-1-carbonyl)phenyl)-7-(pyridin-4-yl)benzo-furan-2-yl)methyl)-3-(pyridin-3-yl)acrylamide FC1(CCN(CC1)C(=O)C1=CC=C(C=C1)C=1C=C(C2=C(C=C(O2)CNC(\C=C\C=2C=NC=CC2)=O)C1)C1=CC=NC=C1)F